ClC1=NN(C(C=2CC(CCC12)=C)=O)C chloro-2-methyl-7-methylene-5,6,7,8-tetrahydrophthalazin-1(2H)-one